Triiodo-L-tyrosine IC([C@](N)(C(=O)O)I)(C1=CC=C(C=C1)O)I